6-(2,6-difluorophenyl)-4-((5-(methylsulfonyl)pyridin-2-yl)amino)pyridazine-3-carboxylate FC1=C(C(=CC=C1)F)C1=CC(=C(N=N1)C(=O)[O-])NC1=NC=C(C=C1)S(=O)(=O)C